6-bromo-1-(bromodifluoromethyl)-1H-pyrazolo[4,3-c]pyridine BrC1=CC2=C(C=N1)C=NN2C(F)(F)Br